tert-butyl (1R,3S,5R)-3-((6-bromo-3-cyclopropylpyridin-2-yl)carbamoyl)-2-azabicyclo[3.1.0]hexane-2-carboxylate BrC1=CC=C(C(=N1)NC(=O)[C@H]1N([C@@H]2C[C@@H]2C1)C(=O)OC(C)(C)C)C1CC1